BrCC1(COC1)F 3-(bromomethyl)-3-fluorooxetane